N-(3-methoxy-4-(1H-pyrrolo[2,3-b]pyridin-5-yl)phenyl)-2-(pyridin-4-yl)acetamide COC=1C=C(C=CC1C=1C=C2C(=NC1)NC=C2)NC(CC2=CC=NC=C2)=O